6-ethoxy-3,6-dihydro-3-hydroxy-2H-pyran-2-methanol C(C)OC1C=CC(C(O1)CO)O